CC=1C(=NC(=C(N1)C)C)CC(=O)O 2-(3,5,6-trimethylpyrazin-2-yl)acetic acid